NCC1C(CC1)CN 1,2-bis(aminomethyl)cyclobutane